ditridecyl diphosphite O(P(OCCCCCCCCCCCCC)OP([O-])[O-])CCCCCCCCCCCCC